ClC1=NC(=CC(=C1)C1COCCN1C(C=C)=O)Cl 1-(3-(2,6-dichloropyridin-4-yl)morpholino)prop-2-en-1-one